6-chloro-N-(5-fluoro-2,1,3-benzothiadiazol-4-yl)-1H-indole-3-sulfonamide ClC1=CC=C2C(=CNC2=C1)S(=O)(=O)NC1=C(C=CC2=NSN=C21)F